C(C)(C)(C)OC(NC(C=O)C(C)C)=O 3-methyl-1-oxobutane-2-carbamic acid tert-butyl ester